FC(C1=NN=C2N1C=CC(=C2)CNC(OC(C)(C)C)=O)F tert-butyl N-[[3-(difluoromethyl)-[1,2,4]triazolo[4,3-a]pyridin-7-yl]methyl]carbamate